N-(5-chloro-6-(2H-1,2,3-triazol-2-yl)pyridin-3-yl)-9,9-dimethyl-2-oxo-2,7,8,9-tetrahydro-3H-cyclopenta[d]imidazo[1,2-b]pyridazine-7-carboxamide ClC=1C=C(C=NC1N1N=CC=N1)NC(=O)C1CC(C=2C=3N(N=CC21)CC(N3)=O)(C)C